Dimethylsilyl-(3-(2-pentyl)-indenyl)dichlorobenzo[e]Indenyl-zirconium (IV) C[SiH](C)C=1CC=2C=CC3=C(C2C1[Zr](Cl)(Cl)C1C=C(C2=CC=CC=C12)C(C)CCC)C=CC=C3